aluminum n-butylacetate acetate C(C)(=O)[O-].C(CCC)OC(C)=O.[Al+3].C(C)(=O)[O-].C(C)(=O)[O-]